1-(Cyclopentanecarbonyl)-7-(2-(4-(6-fluorobenzo[b]thiophen-4-yl)piperazin-1-yl)ethyl)-3,4-dihydroquinolin-2(1H)-one C1(CCCC1)C(=O)N1C(CCC2=CC=C(C=C12)CCN1CCN(CC1)C1=CC(=CC=2SC=CC21)F)=O